NC1=CC=C(C=C1)C1=CC(=NN1)NC1=CC=C(C=C1)NC1=CC=CC=C1 N1-(5-(4-aminophenyl)-1H-pyrazol-3-yl)-N4-phenylbenzene-1,4-diamine